NCC(C)(C)C1=CC=2N(C=C1)C(=CN2)C2=CC(=C(C(=O)NC1CC1)C(=C2)OC)OC(F)F 4-[7-(2-amino-1,1-dimethyl-ethyl)imidazo[1,2-a]pyridin-3-yl]-N-cyclopropyl-2-(difluoromethoxy)-6-methoxy-benzamide